((3',5'-dimethoxy-4'-methyl-2-((tetrahydrofuran-3-yl)ethynyl)-[1,1'-biphenyl]-4-yl)amino)tetrahydro-2H-pyran-4-carboxylic acid COC=1C=C(C=C(C1C)OC)C1=C(C=C(C=C1)NC1OCCC(C1)C(=O)O)C#CC1COCC1